ClC1=C(C=CC=C1Cl)S(=O)(=O)NC1=NC(=C(C=C1)\C=C\C=1C=NC(=NC1)NC1CCC(CC1)N(C)C)OC 2,3-dichloro-N-(5-((E)-2-(2-(((1r,4r)-4-(dimethylamino)cyclohexyl)amino)pyrimidin-5-yl)vinyl)-6-methoxypyridin-2-yl)benzenesulfonamide